2-allyl-3-methoxy-6-nitroaniline C(C=C)C1=C(N)C(=CC=C1OC)[N+](=O)[O-]